N[C@H](C(=O)O)CC1=CC=C(C=C1)C1=C(C=CC=C1)Cl (S)-2-amino-3-(2'-chloro-[1,1'-biphenyl]-4-yl)propanoic acid